3-(3-(trifluoromethyl)phenyl)imidazo[1,2-b]pyridazine-2-carbonitril FC(C=1C=C(C=CC1)C1=C(N=C2N1N=CC=C2)C#N)(F)F